5-bromo-2-(difluoromethyl)-1,3-difluorobenzene BrC=1C=C(C(=C(C1)F)C(F)F)F